C1(CCCCC1)N(C(CCN1C(=NC2=C1C=CC(=C2)F)C2CN(CC2)C(=O)OC(C)(C)C)=O)CC tert-butyl 3-(1-{3-[cyclohexyl(ethyl)amino]-3-oxopropyl}-5-fluoro-1H-benzimidazol-2-yl)pyrrolidine-1-carboxylate